((1-(4-fluorophenyl)-5-neopentyl-1H-1,2,4-triazol-3-yl)methyl)-4,4-dimethylpiperidine FC1=CC=C(C=C1)N1N=C(N=C1CC(C)(C)C)CN1CCC(CC1)(C)C